2-Amino-N-(2-(2-methyl-1H-indol-3-yl)ethyl)pyrimidine-5-carboxamide NC1=NC=C(C=N1)C(=O)NCCC1=C(NC2=CC=CC=C12)C